C(C)(=O)OCC=1C=NC=C(C1)N1C[C@H](CCC1)N(CC1=CC(=NC=C1)C)CC1=CN(C2=CC=CC=C2C1=O)C {5-[(3S)-3-{[(1-methyl-4-oxo-1,4-dihydroquinolin-3-yl)methyl][(2-methylpyridin-4-yl)methyl]amino}piperidin-1-yl]pyridin-3-yl}methyl acetate